FC1=CC=C(C=C1)[C@@H]1N(C[C@H](N(C1)C(C(C)C)=O)C)C(C(=O)NC=1C=C(C(=NC1)OC)C(=O)N)=O 5-[[2-[(2S,5R)-2-(4-fluorophenyl)-5-methyl-4-(2-methylpropanoyl)piperazin-1-yl]-2-oxo-acetyl]amino]-2-methoxy-pyridine-3-carboxamide